magnesium para-toluenesulfonate CC1=CC=C(C=C1)S(=O)(=O)[O-].[Mg+2].CC1=CC=C(C=C1)S(=O)(=O)[O-]